N1C(=CC2=CC=CC=C12)C1=C2C(=CN=C1)N(CC2)C(=O)C2=C(C=CC=C2)F (4-(1H-indol-2-yl)-2,3-dihydro-1H-pyrrolo[2,3-c]pyridin-1-yl)(2-fluorophenyl)methanone